thia[2,7]diazacyclohexadecine S1NC=CC=CN=CC=CC=CC=CC=C1